C(C1=CC=CC=C1)OC1C(CCC1)N1N=CC(=C1)C(=O)NC1=CC(=CC(=C1)S(=O)(=O)C)Cl 1-(2-(benzyloxy)cyclopentyl)-N-(3-chloro-5-(methylsulfonyl)phenyl)-1H-pyrazole-4-carboxamide